3-((1-isopropyl-1H-[1,2,3]triazolo[4,5-H]quinazolin-8-yl)amino)benzenesulfonamide hydrochloride Cl.C(C)(C)N1N=NC=2C=CC=3C=NC(=NC3C21)NC=2C=C(C=CC2)S(=O)(=O)N